ClC1=C(C=C(C(=C1)Cl)F)C1CO1 2-(2,4-dichloro-5-fluorophenyl) ethylene oxide